tert-butyl 4-bromo-3-(6-methylpyridin-2-yl)-1H-pyrazole-1-carboxylate BrC=1C(=NN(C1)C(=O)OC(C)(C)C)C1=NC(=CC=C1)C